2-(2-(((2S,4S)-1-(4-methylpiperazine-1-carbonyl)-4-((4-(nonanoyloxy)-3-((nonanoyloxy)methyl)butanoyl)oxy)pyrrolidin-2-yl)methoxy)-2-oxoethyl)propane-1,3-diyl dinonanoate C(CCCCCCCC)(=O)OCC(COC(CCCCCCCC)=O)CC(=O)OC[C@H]1N(C[C@H](C1)OC(CC(COC(CCCCCCCC)=O)COC(CCCCCCCC)=O)=O)C(=O)N1CCN(CC1)C